C(CCC)OC(=O)N1CC=2C=NC(=CC2C1)OCC(=O)N(C)C butyl-6-(2-(dimethylamino)-2-oxoethoxy)-1,3-dihydro-2H-pyrrolo[3,4-c]pyridine-2-carboxylate